ClC1=C(C(=O)OC(C)(C)C)C=CC(=C1)C#CCO tert-Butyl 2-chloro-4-(3-hydroxyprop-1-yn-1-yl)benzoate